5-(cyclohexanesulfonyl)-8-ethyl-2-(3-methyl-1-benzothien-2-yl)quinoline-4-carboxylic acid C1(CCCCC1)S(=O)(=O)C1=C2C(=CC(=NC2=C(C=C1)CC)C=1SC2=C(C1C)C=CC=C2)C(=O)O